(1R,5S)-3-(7-(8-ethynyl-7-fluoronaphthalen-1-yl)-8-fluoro-2-(((2R,7aS)-2-fluorotetrahydro-1H-pyrrolizin-7a(5H)-yl)methoxy)pyrido[4,3-d]pyrimidin-4-yl)-8-oxa-3-azabicyclo[3.2.1]octane C(#C)C=1C(=CC=C2C=CC=C(C12)C1=C(C=2N=C(N=C(C2C=N1)N1C[C@H]2CC[C@@H](C1)O2)OC[C@]21CCCN1C[C@@H](C2)F)F)F